6-chloro-N4-[(4S)-3,3-difluorotetrahydro-2H-pyran-4-yl]quinoline-3,4-diamine ClC=1C=C2C(=C(C=NC2=CC1)N)N[C@@H]1C(COCC1)(F)F